CC1(C=C(NN1)C1CCCCC1)C1CCCCC1 5-methyl-3,5-dicyclohexyl-pyrazoline